N-(3-(difluoromethyl)-1-(1-((2-(2,4-dioxotetrahydropyrimidin-1(2H)-yl)-1-oxoisoindolin-5-yl)methyl)piperidin-4-yl)-1H-pyrazol-4-yl)-5-morpholinopyrazolo[1,5-a]pyrimidine-3-carboxamide FC(C1=NN(C=C1NC(=O)C=1C=NN2C1N=C(C=C2)N2CCOCC2)C2CCN(CC2)CC=2C=C1CN(C(C1=CC2)=O)N2C(NC(CC2)=O)=O)F